CC(=CCC/C(=C/C=C/C(=C/C=C/C(=C/C=C/C=C(/C=C/C=C(/C=C/C=C(/CCC=C(C)C)\\C)\\C)\\C)/C)/C)/C)C The molecule is an acyclic carotene commonly obtained from tomatoes and other red fruits. It has a role as an antioxidant and a plant metabolite. It contains a carotenoid. psi-end group.